CC=1C=C(C=C(C1C)N=C=O)N=C=O 5,6-dimethyl-1,3-phenylene diisocyanate